C(C)(C)(C)OC(=O)N1CCC2(CC(C2)NS(=O)(=O)CC)CC1 2-(ethanesulfonamido)-7-azaspiro[3.5]nonane-7-carboxylic acid tert-butyl ester